S1C(=NN=C1)NC=1NC=2N(C(C1C1=CC=C(C=C1)OC)=O)N=C(C2C2=CCCCC2)C2=CC=CC=C2 5-((1,3,4-thiadiazol-2-yl)amino)-3-(cyclohex-1-en-1-yl)-6-(4-methoxyphenyl)-2-phenylpyrazolo[1,5-a]pyrimidin-7(4H)-one